FC(C(C)NC1=C(C(=O)NC=2C=NC(=C(C2)C=2C=NC3=CC(=NC=C3C2)NC)C)C=CC=C1)F 2-((1,1-difluoropropan-2-yl)amino)-N-(6-methyl-5-(7-(methylamino)-1,6-naphthyridin-3-yl)pyridin-3-yl)benzamide